8-[(1R)-1-[2-(5,5-dimethyl-1,3,2-dioxaborinan-2-yl)anilino]ethyl]-2-(4,4-dimethyl-1-piperidyl)-6-methyl-chromen-4-one CC1(COB(OC1)C1=C(N[C@H](C)C=2C=C(C=C3C(C=C(OC23)N2CCC(CC2)(C)C)=O)C)C=CC=C1)C